(R)-5-((E)-2-((1R,2S,5R)-2-hydroxy-5-((2Z,5Z,8Z)-undeca-2,5,8-trien-1-yl)cyclopentyl)vinyl)dihydrofuran-2(3H)-one O[C@@H]1[C@H]([C@H](CC1)C\C=C/C\C=C/C\C=C/CC)/C=C/[C@H]1CCC(O1)=O